rac-3-[6-chloro-3-[3-(trifluoromethyl)phenoxy]pyridazin-4-yl]-5-[(2,4-dimethyl-phenyl)methyl]-5,6-dihydro-4H-1,2,4-oxadiazine ClC1=CC(=C(N=N1)OC1=CC(=CC=C1)C(F)(F)F)C1=NOC[C@H](N1)CC1=C(C=C(C=C1)C)C |r|